1-Pyrazin-2-ylmethyl-piperidine-4-carboxylic acid ((R)-8-bromo-2,3-dihydro-benzo[1,4]dioxin-2-ylmethyl)-amide BrC1=CC=CC2=C1O[C@@H](CO2)CNC(=O)C2CCN(CC2)CC2=NC=CN=C2